(E)-4-(5-fluoro-2-(quinolin-8-ylcarbamoyl)phenyl)penta-2,4-dienoic acid tert-butyl ester C(C)(C)(C)OC(\C=C\C(=C)C1=C(C=CC(=C1)F)C(NC=1C=CC=C2C=CC=NC12)=O)=O